Cl.C1(CCCC1)CNC 1-cyclopentyl-N-methylmethylamine-HCl salt